CN1CCC(CC1)C=1SC2=C(N1)C=C(C=C2)C2=NCCCC2 2-(1-methylpiperidin-4-yl)-5-(3,4,5,6-tetrahydropyridin-2-yl)benzo[d]thiazole